BrC1=CC(=C(C=C1)N1C(NC=C1)=O)Cl 1-(4-bromo-2-chlorophenyl)-1H-imidazol-2(3H)-one